C1(CC1)C1=NC=NC(=C1C1=NC=C(C(=N1)OCC1CCN(CC1)C=1N(C=C(N1)C(F)(F)F)C)C)OC 4'-cyclopropyl-6'-methoxy-5-methyl-4-((1-(1-methyl-4-(trifluoromethyl)-1H-imidazol-2-yl)piperidin-4-yl)methoxy)-2,5'-bipyrimidine